8-(Aminomethyl)-3-(3-(trifluoromethoxy)benzyl)quinolin-2(1H)-one NCC=1C=CC=C2C=C(C(NC12)=O)CC1=CC(=CC=C1)OC(F)(F)F